N2-((3-((dimethylamino)methyl)oxetan-3-yl)methyl)-N4-(4-fluorophenyl)-[1,1'-biphenyl]-2,4-diamine CN(C)CC1(COC1)CNC=1C(=CC=C(C1)NC1=CC=C(C=C1)F)C1=CC=CC=C1